(1S,2S,3S,4R,5S)-5-[4-chloro-3-(4-ethoxybenzyl)-phenyl]-1-hydroxymethyl-6,8-dioxa-bicyclo[3.2.1]octane-2,3,4-triol ClC1=C(C=C(C=C1)[C@]12[C@@H]([C@H]([C@@H]([C@](CO1)(O2)CO)O)O)O)CC2=CC=C(C=C2)OCC